NC1=NN2C(N=CC=C2)=C1C(=O)N[C@H](C)N1CC2=CC=CC(=C2C(N1C1=CC=CC=C1)=O)C#CC=1C=NN(C1)C (S)-2-amino-N-(1-(5-((1-methyl-1H-pyrazol-4-yl)ethynyl)-4-oxo-3-phenyl-3,4-dihydrophthalazin-2(1H)-yl)ethyl)pyrazolo[1,5-a]pyrimidine-3-carboxamide